n-Pentylbromid C(CCCC)Br